1,1'-(1,4,7,10,13,16,21,24-octaazabicyclo[8.8.8]hexacosane-4,13-diyl)bis(propan-2-ol) N12CCN(CCNCCN(CCN(CCNCC1)CC(C)O)CCNCCNCC2)CC(C)O